CC([C@]12CCC[NH+]3[C@H]1[C@]4(CC3)C5=CC=CC=C5NC4=C(C2)C(=O)OC)OC(=O)C The molecule is an ammonium ion resulting from the protonation of the tertiary amino group of (+)-echitovenine. The major species at pH 7.3. Note the stereoconfiguration of the 19 hydroxy group is based on CHEBI:144371 (and Fig. S10). It is an indole alkaloid cation and an ammonium ion derivative. It is an enantiomer of a (-)-echitovenine(1+).